ClC1=CC=C(C(C2=CC=CC=C2)=NO)C=C1 4-Chlorobenzophenone oxime